2-[(6-chloro-3-oxazol-2-yl-4-quinolyl)amino]-6-hydroxy-benzoic acid ClC=1C=C2C(=C(C=NC2=CC1)C=1OC=CN1)NC1=C(C(=O)O)C(=CC=C1)O